FC=1C=CC(=NC1)NC1=NC=CC=C1 5-fluoro-N-(pyridin-2-yl)pyridin-2-amine